9H-carbazol-1,3,4,5,6,8-d6 C1(=CC(=C(C=2C3=C(C(=CC(=C3NC12)[2H])[2H])[2H])[2H])[2H])[2H]